3,3-dimethyl-2-oxo-butyl-sulfonyl chloride CC(C(CS(=O)(=O)Cl)=O)(C)C